(+/-)-1-tert-Butyl cis-3-(Hydroxymethyl)-4-(4-methoxyphenyl)-3-methylpiperidine-1-carboxylate OC[C@]1(CN(CC[C@H]1C1=CC=C(C=C1)OC)C(=O)OC(C)(C)C)C |r|